3-(bromomethyl)-2-pyridinenitrile BrCC=1C(=NC=CC1)C#N